9-(1-((6-chloro-2-(1-methyl-1H-1,2,4-triazol-3-yl)pyridin-3-yl)amino)ethyl)-4-ethyl-7-methyl-2-(piperidin-4-yl)-2,4-dihydro-5H-pyrazolo[3,4-c]isoquinolin-5-one ClC1=CC=C(C(=N1)C1=NN(C=N1)C)NC(C)C=1C=2C=3C(N(C(C2C=C(C1)C)=O)CC)=NN(C3)C3CCNCC3